methyl 4-fluoro-1-(pyridin-4-ylmethyl)-1H-pyrrole-2-carboxylate FC=1C=C(N(C1)CC1=CC=NC=C1)C(=O)OC